sodium citrate (Citrate) C(CC(O)(C(=O)O)CC(=O)O)(=O)[O-].C(CC(O)(C(=O)O)CC(=O)O)(=O)O.[Na+]